The molecule is the 2(1),2(2),17-trimethyl ester of (2R,2(1)S)-2(1),2(2)-dicarboxy-8-ethenyl-2,7,12,18-tetramethyl-2,2(1)-dihydrobenzo[b]porphyrin-13,17-dipropanoic acid. It is a beta-substituted porphyrin, a carboxylic acid and a methyl ester. It derives from a (2R,2(1)S)-2(1),2(2)-dicarboxy-8-ethenyl-2,7,12,18-tetramethyl-2,2(1)-dihydrobenzo[b]porphyrin-13,17-dipropanoic acid. It is an enantiomer of a (2S,2(1)R)-8-ethenyl-2(1),2(2)-bis(methoxycarbonyl)-17-(3-methoxy-3-oxopropyl)-2,7,12,18-tetramethyl-2,2(1)-dihydrobenzo[b]porphyrin-13-propanoic acid. CC1=C(C2=CC3=NC(=CC4=C(C(=C(N4)C=C5[C@@]6([C@@H](C(=CC=C6C(=N5)C=C1N2)C(=O)OC)C(=O)OC)C)C)CCC(=O)OC)C(=C3C)CCC(=O)O)C=C